FC(C1=CC2=C(SC(=C2)C(N[C@H]2CCC[C@@H]3N(C2=O)[C@@H](CC3)C(=O)N3CC(C3)C3=NNC=C3F)=O)C=C1)P(O)(O)=O (fluoro(2-(((3S,6S,9aS)-3-(3-(4-fluoro-1H-pyrazol-3-yl)azetidine-1-carbonyl)-5-oxooctahydro-1H-pyrrolo[1,2-a]azepin-6-yl)carbamoyl)benzo[b]thiophen-5-yl)methyl)phosphonic acid